tert-butyl 6-(2-methoxyethoxy)-1,3-dihydro-2H-pyrrolo[3,4-c]pyridine-2-carboxylate COCCOC1=CC2=C(C=N1)CN(C2)C(=O)OC(C)(C)C